[N+](=O)([O-])C1=CC(=NC=C1)CO (4-Nitropyridin-2-yl)methanol